isoselenochromene C1[Se]C=CC2=CC=CC=C12